OC1(CC(C1)NC=1C=2N(C(=NN1)C1=C(C=C(C=C1)C)O)C=CC2)C 2-(1-(((1s,3s)-3-hydroxy-3-methylcyclobutyl)amino)pyrrolo[1,2-d][1,2,4]triazin-4-yl)-5-methylphenol